C(CCCCCCCCCCCCCCCCCCCCC)(=O)NCCN(CC)CC Behenamidoethyldiethyl-amin